(R)-8-(1-aminoethyl)-2-(1H-indol-2-yl)-3,6-dimethylquinazolin-4(3H)-one N[C@H](C)C=1C=C(C=C2C(N(C(=NC12)C=1NC2=CC=CC=C2C1)C)=O)C